(2S,4R)-N-[[2-(11-bromoundecoxy)-4-(4-methylthiazol-5-yl)phenyl]methyl]-1-[(2S)-2-[(1-fluorocyclopropanecarbonyl)amino]-3,3-dimethyl-butanoyl]-4-hydroxy-pyrrolidine-2-carboxamide BrCCCCCCCCCCCOC1=C(C=CC(=C1)C1=C(N=CS1)C)CNC(=O)[C@H]1N(C[C@@H](C1)O)C([C@H](C(C)(C)C)NC(=O)C1(CC1)F)=O